N-(2'-amino-5'H-spiro[chromane-4,4'-thiazole]-6-yl)-5-methoxypyrazine-2-carboxamide NC=1SCC2(N1)CCOC1=CC=C(C=C12)NC(=O)C1=NC=C(N=C1)OC